[2-(2,6-dioxopiperidin-3-yl)-4-methoxy-3-oxo-2,3-dihydro-1H-isoindol-5-yl]methyl N-[4-(2-chloro-5-fluorophenoxy)phenyl]carbamate ClC1=C(OC2=CC=C(C=C2)NC(OCC=2C(=C3C(N(CC3=CC2)C2C(NC(CC2)=O)=O)=O)OC)=O)C=C(C=C1)F